[Br].C(CCCC(C)C)C1N(N(CCCCC1)C1CCCCCCC1)CCCCC(C)C bis-isoheptyl-diazabicyclooctane bromine salt